2-(2-methylimidazo[1,2-a]pyridin-6-yl)-7-(1-methylpiperidin-4-yl)-4H-pyrido[1,2-a]pyrimidin-4-one CC=1N=C2N(C=C(C=C2)C=2N=C3N(C(C2)=O)C=C(C=C3)C3CCN(CC3)C)C1